3-[2-amino-6-(1-{[6-(tert-butyl)-2-pyridinyl]methyl}-1H-1,2,3-triazol-4-yl)-4-pyrimidinyl]-2-methoxybenzonitrile NC1=NC(=CC(=N1)C=1C(=C(C#N)C=CC1)OC)C=1N=NN(C1)CC1=NC(=CC=C1)C(C)(C)C